ethyl 4-methyl-2-(propylamino)-thiazole-5-carboxylate CC=1N=C(SC1C(=O)OCC)NCCC